(4aR,8aS)-6-[6-[[3-(trifluoromethyl)-1,2,4-thiadiazol-5-yl]methyl]-2-azaspiro[3.3]heptane-2-carbonyl]-4,4a,5,7,8,8a-hexahydropyrido[4,3-b][1,4]oxazin-3-one FC(C1=NSC(=N1)CC1CC2(CN(C2)C(=O)N2C[C@@H]3[C@@H](OCC(N3)=O)CC2)C1)(F)F